piperidin-1-ium [NH2+]1CCCCC1